N1CC(CC1)CCC[C@@]12C(CC[C@H]1[C@@H]1[C@@H]([C@@H](C3CCCC[C@]3(C)[C@H]1CC2)CO)O)=O [2-(pyrrolidin-3-yl)ethyl]-6α-hydroxymethyl-7α-hydroxyandrostan-17-one